C1(CC1)C(=O)NC1=NC=C(C(=O)N)C(=C1)NC1=C(C(=CC=C1)C=1C=NN(C1)C1COCC1OC([2H])([2H])[2H])OC 6-(cyclopropanecarboxamido)-4-((2-methoxy-3-(1-(4-(methoxy-d3)tetrahydrofuran-3-yl)-1H-pyrazol-4-yl)phenyl)amino)nicotinamide